FC1=C(C=CC=C1)C1=CC=C(N=N1)CN1C(C(N(C=C1)C1(CC1)C#N)=O)=O 1-(4-((6-(2-fluorophenyl)pyridazin-3-yl)methyl)-2,3-dioxo-3,4-dihydropyrazin-1(2H)-yl)cyclopropane-1-carbonitrile